CN1C(=NC=C1)C(=O)ON=CC1=CC=C(C=C1)C 4-Methylbenzaldehyde-O-(1-methyl-1H-imidazole-2-carbonyl) oxime